FC(N1N=C(C=C1)C1=NN=C(O1)C(=O)N1[C@@H](C2=C(CC1)NC=N2)C2=NN1C(C=CC=C1C)=C2)F (S)-(5-(1-(difluoromethyl)-1H-pyrazol-3-yl)-1,3,4-oxadiazol-2-yl)(4-(7-methylpyrazolo[1,5-a]pyridin-2-yl)-6,7-dihydro-1H-imidazo[4,5-c]pyridin-5(4H)-yl)methanone